Ethyl (E)-(2-cyano-2-(2-(3,5-dichloro-4-((6-oxo-1,6-dihydropyridin-3-yl)oxy)phenyl) hydrazino)acetyl)carbamate C(#N)C(C(=O)NC(OCC)=O)NNC1=CC(=C(C(=C1)Cl)OC1=CNC(C=C1)=O)Cl